O=C1C=2NC(=NC2N=C(N1CCC)N1CCC(CC1)C(=O)O)C=1C=NN(C1)CC1=CC(=CC=C1)C(F)(F)F 1-{6-Oxo-1-propyl-8-[1-(3-trifluoromethyl-benzyl)-1H-pyrazol-4-yl]-6,7-dihydro-1H-purin-2-yl}-piperidine-4-carboxylic acid